(3H-Benzo[e]indol-2-yl)-(2-methoxy-pyridin-4-yl)-methanone C1=C(NC=2C=CC3=C(C12)C=CC=C3)C(=O)C3=CC(=NC=C3)OC